7-methoxy-6-amino-4-(3-chloro-4-fluoroanilino)quinazoline COC1=C(C=C2C(=NC=NC2=C1)NC1=CC(=C(C=C1)F)Cl)N